CC1N(CC(NC1)C)C(=O)OCC1=CC=CC=C1 benzyl 2,5-dimethylpiperazine-1-carboxylate